bis(4-hydroxy-3,5-dimethyl-phenyl)acetic acid n-butyl ester C(CCC)OC(C(C1=CC(=C(C(=C1)C)O)C)C1=CC(=C(C(=C1)C)O)C)=O